C1(=CC=C(C=C1)C1=CC=C2CCC(C2=C1)NC(O[C@@H]1CN2CCC1CC2)=O)C (S)-quinuclidin-3-yl (6-(p-tolyl)-2,3-dihydro-1H-inden-1-yl)carbamate